4-bromo-N-(4-bromophenyl)-N-(p-tolyl)aniline BrC1=CC=C(N(C2=CC=C(C=C2)C)C2=CC=C(C=C2)Br)C=C1